C(C1=CC=CC=C1)N1N=C(C=C1O)COCC1=CC=CC=C1 2-benzyl-5-(benzyloxymethyl)pyrazol-3-ol